CC1(C(C2=CC=C(C=C2C1)C1=C(C(=C(C=C1)F)F)F)NC(O[C@@H]1CN2CCC1CC2)=O)C (S)-quinuclidin-3-yl (2,2-dimethyl-5-(2,3,4-trifluorophenyl)-2,3-dihydro-1H-inden-1-yl)carbamate